tert-Butyl 4-(4-(2-oxopyrrolidin-1-yl)phenyl)-3,6-dihydropyridine-1(2H)-carboxylate O=C1N(CCC1)C1=CC=C(C=C1)C=1CCN(CC1)C(=O)OC(C)(C)C